NC1=C2N=CN(C2=NC=N1)C[C@@H](C)OCP(OCCCOCCCCCCCCCCCCCC1CCC1)(O)=O 3-((13-cyclobutyltridecyl)oxy)propyl hydrogen ((((R)-1-(6-amino-9H-purin-9-yl)propan-2-yl)oxy)methyl)phosphonate